N-{[4-(piperidine-1-sulfonyl)phenyl]methyl}thieno[2,3-c]pyridine-2-carboxamide N1(CCCCC1)S(=O)(=O)C1=CC=C(C=C1)CNC(=O)C1=CC=2C(=CN=CC2)S1